C(C)(C)(C)P(C=1[C-](C=CC1)[C@H](C)P(C1=C(C=CC=C1)C)C1=C(C=CC=C1)C)C(C)(C)C.[CH-]1C=CC=C1.[Fe+2] (S)-1-[(Rp)-2-(di-t-butylphosphino)ferrocenyl]ethyl-bis(2-methylphenyl)phosphine